FC=1C=C(C(=O)NO)C=C(C1CN1N=NN=C1C1=NC=CC2=CC=CC=C12)F 3,5-difluoro-4-[[5-(1-isoquinolinyl)tetrazol-1-yl]methyl]benzohydroxamic acid